(1-(2-(1,2,3,4-tetrahydroquinolin-6-yl)acetyl)piperidin-4-yl)-7-(trifluoromethyl)-1,3-dihydro-2H-benzo[d]imidazol-2-one N1CCCC2=CC(=CC=C12)CC(=O)N1CCC(CC1)N1C(NC2=C1C(=CC=C2)C(F)(F)F)=O